(3-sulfopropyl)-saccharin sodium salt [Na+].S(=O)(=O)([O-])CCCN1S(=O)(=O)C2=CC=CC=C2C1=O